N[C@@H](CC1=CC=CC=C1)C(=O)O anti-Phenylalanine